di(isopropyl)carbodiimide C(C)(C)N=C=NC(C)C